C(C)(C)(C)OC(N\C(\N1N=CC=C1)=N/C(=O)OC(C)(C)C)=O.C(C1CO1)OCCC[SiH2]C(O[Si](C)(C)C)O[Si](C)(C)C γ-glycidoxypropyl-bis(trimethylsiloxy)methylsilane tert-butyl-N-[(E)-{[(tert-butoxy)carbonyl]imino}(1H-pyrazol-1-yl)methyl]carbamate